OC[C@@H]1[C@H]([C@@H](CC(O1)O)O)O (4r,5s,6r)-6-(hydroxymethyl)tetrahydro-2H-pyran-2,4,5-triol